C(C1=CC=CC=C1)(C1=CC=CC=C1)N1CC(C1)OC=1C=C(C=CC1)S(=O)(=O)N1CCC(CC1)NC(OC(C)(C)C)=O tert-butyl (1-((3-((1-benzhydrylazetidin-3-yl)oxy)phenyl)sulfonyl)-piperidin-4-yl)carbamate